C(C(=C)C)(=O)OCCCC[SiH2]C(O[Si](C=C)(C)C)O[Si](C)(C)C=C methacryloxybutyl-bis(vinyldimethylsiloxy)methylsilane